ClC1=C(N=C(NC1=O)C1=CC(=NC=C1)F)N1CCN(CC1)C1=NNC=N1 5-chloro-2-(2-fluoro-4-pyridinyl)-4-[4-(1H-1,2,4-triazol-3-yl)piperazin-1-yl]-1H-pyrimidin-6-one